BrC=1C=C(C=CC1)C(C(=O)O)(CCCOC(C)(C=C)C)C 2-(3-bromophenyl)-2-methyl-5-((2-methylbut-3-en-2-yl)oxy)pentanoic acid